ClC1=C(OC=2C(=NC=NC2)N2CC3(CN(C3)C(=O)OC(C)(C)C)C2)C=CC(=C1)F tert-butyl 6-(5-(2-chloro-4-fluorophenoxy) pyrimidin-4-yl)-2,6-diazaspiro[3.3]heptane-2-carboxylate